(S)-2,2,2-Trifluoro-1-(4-(1-(pyridin-4-yl)ethyl)-1H-imidazol-2-yl)ethan-1-one hydrochloride Cl.FC(C(=O)C=1NC=C(N1)[C@@H](C)C1=CC=NC=C1)(F)F